CN(C1CCN(CC1)C1=CC=2C(=NC=C3C=CC(N(C23)C=2C=CC(=C(C2)NC(C=C)=O)C)=O)C=C1)C N-(5-(9-(4-(Dimethylamino)piperidin-1-yl)-2-oxobenzo[h][1,6]naphthyridin-1(2H)-yl)-2-methylphenyl)acrylamide